C[C@@H]([C@H](C(=O)NCCCCCCCCCCCCCCCCCC)NC(OCC1=CC=CC=C1)=O)CC benzyl ((2R,3R)-3-methyl-1-(octadecylamino)-1-oxopentan-2-yl)carbamate